P(=O)(OC[N+]1=C(C(=CC=C1)C1=CC(=NO1)CC1=CC=C(C=C1)CN1N=CC(=C1)CO)N)(O)[O-] (2-amino-3-(3-(4-((4-(hydroxymethyl)-1H-pyrazol-1-yl)methyl)benzyl)isoxazol-5-yl)pyridin-1-ium-1-yl)methyl hydrogen phosphate